C1(=CC=CC=C1)[PH+](C1=CC=CC=C1)C1=CC=CC=C1.N1C=NC=C1 imidazole triphenyl-phosphonium salt